N-(2,4-dimethoxybenzyl)-3-fluoro-4-(4,4,5,5-tetramethyl-1,3,2-dioxaborolan-2-yl)pyridin-2-amine COC1=C(CNC2=NC=CC(=C2F)B2OC(C(O2)(C)C)(C)C)C=CC(=C1)OC